[O-]S(=O)(=O)C(F)(F)F.C(CCCCCCCCC)[NH+]1CC(CC1)CCC 1-Decyl-3-propylpyrrolidinium triflat